BrC=1C=C2C=C(C(N(C2=NC1)CC=1C=NC=CC1)=O)C(=O)OCC ethyl 6-bromo-2-oxo-1-(pyridin-3-ylmethyl)-1,2-dihydro-1,8-naphthyridine-3-carboxylate